N1NC=C2C=CC(C=C12)=O indazol-6(1H)-one